Tetra-tert-butyl-2,2',2'',2'''-{(2S)-2-[4-(2-ethoxyethoxy)benzyl]-1,4,7,10-tetraazacyclododecane-1,4,7,10-tetrayl}tetraacetate C(C)(C)(C)OC(CN1[C@H](CN(CCN(CCN(CC1)CC(=O)OC(C)(C)C)CC(=O)OC(C)(C)C)CC(=O)OC(C)(C)C)CC1=CC=C(C=C1)OCCOCC)=O